FC(C1=NN=C(S1)C1=NC=C2N1C=C(C=C2N2C[C@@H](N[C@H](C2)C)C)S(=O)(=O)NC2(CC2)C)F 3-(5-(difluoromethyl)-1,3,4-thiadiazol-2-yl)-8-((3S,5S)-3,5-dimethyl-piperazin-1-yl)-N-(1-methylcyclopropyl)imidazo[1,5-a]pyridine-6-sulfonamide